Di-tert-butyl 4,4-bis(methyl-d3)pyrrolidine-1,2-dicarboxylate C(C1(CC(N(C1)C(=O)OC(C)(C)C)C(=O)OC(C)(C)C)C([2H])([2H])[2H])([2H])([2H])[2H]